1-(4'-Chlorophenyl)-5-Methyl-2(1H)pyridone ClC1=CC=C(C=C1)N1C(C=CC(=C1)C)=O